(R and S)-3-(4-(5-chloro-1H-indazol-6-yl)piperidin-1-yl)tetrahydrothiophene 1,1-dioxide ClC=1C=C2C=NNC2=CC1C1CCN(CC1)[C@H]1CS(CC1)(=O)=O |r|